[Li+].[Zn+2].[GeH](=S)[O-].[GeH](=S)[O-].[GeH](=S)[O-] thio-germanate zinc lithium